(1s,4s)-4-(8-(3-chlorophenylamino)-2-(isopropylamino)-9H-purin-9-yl)cyclohexanecarboxamide ClC=1C=C(C=CC1)NC=1N(C2=NC(=NC=C2N1)NC(C)C)C1CCC(CC1)C(=O)N